methyl ((1R,3R)-3-(6-((6-(2,3-dihydrobenzo[b][1,4]dioxin-6-yl)-4-(hydroxymethyl)pyridin-2-yl)amino)-3-(methyl-d3)-2-oxo-2,3-dihydro-1H-imidazo[4,5-c]pyridin-1-yl)cyclopentyl)carbamate O1C2=C(OCC1)C=C(C=C2)C2=CC(=CC(=N2)NC2=CC1=C(C=N2)N(C(N1[C@H]1C[C@@H](CC1)NC(OC)=O)=O)C([2H])([2H])[2H])CO